6-(5-cyano-3-methylpyridin-2-yl)-5,6,7,8-tetrahydro-1,6-naphthyridin C(#N)C=1C=C(C(=NC1)N1CC=2C=CC=NC2CC1)C